N1C(C=CC=C1)=O.C(O)CN ethanolamin pyridone salt